tert-butyl ((1s,4s)-4-formylcyclohexyl)carbamate C(=O)C1CCC(CC1)NC(OC(C)(C)C)=O